N-(1-methylcyclopropyl)piperidin-4-amine CC1(CC1)NC1CCNCC1